ClC1=NN2C(N=CC(=C2[C@H](C)OC)NC2=CC=C(C=C2)[C@@H](C(F)(F)F)N(C(=O)C2CCC(CC2)C(=O)OC)C)=N1 methyl (1r,4r)-4-{[(1S)-1-[4-({2-chloro-7-[(1S)-1-methoxyethyl]-[1,2,4]triazolo[1,5-a]pyrimidin-6-yl}amino)phenyl]-2,2,2-trifluoroethyl] (methyl)carbamoyl}cyclohexane-1-carboxylate